C(C=C)(=O)N1C[C@H](CC1)N1N=C(C=2C1=NC=NC2N)C#CC=2C=C(C#N)C=C(C2)OC (S)-3-((1-(1-acryloylpyrrolidin-3-yl)-4-amino-1H-pyrazolo[3,4-d]pyrimidin-3-yl)ethynyl)-5-methoxybenzonitrile